2-(5-methyl-1H-indol-1-yl)-N-(5-(trifluoromethyl)thiazol-2-yl)acetamide CC=1C=C2C=CN(C2=CC1)CC(=O)NC=1SC(=CN1)C(F)(F)F